C(C)(C)(C)OC(=O)N(CCOCCOCCOCCOCCOCCOCCOCCOCCN(C/C=C/C(=O)OC)C)C(=O)OC(C)(C)C methyl (E)-4-[2-[2-[2-[2-[2-[2-[2-[2-[2-[bis(tert-butoxycarbonyl)amino]ethoxy]ethoxy]ethoxy]ethoxy]ethoxy]ethoxy]ethoxy]ethoxy]ethyl-methyl-amino]but-2-enoate